C(C)(C)(C)OC(=O)N1CC=2N(C[C@@H]1C)N=CC2N2S(N(CC2)CC2=CC=CC=C2)(=O)=O (6S)-3-(5-benzyl-1,1-dioxo-1,2,5-thiadiazolidin-2-yl)-6-methyl-6,7-dihydro-4H-pyrazolo[1,5-a]pyrazine-5-carboxylic acid tert-butyl ester